4-Cyclopropyl-N-((1S)-(7-((5,5-difluoro-2-oxohexahydrocyclopenta[d]imidazol-1(2H)-yl)methyl)imidazo[1,2-b]pyridazin-2-yl)(4,4-difluorocyclohexyl)methyl)-1,2,5-oxadiazole-3-carboxamide C1(CC1)C=1C(=NON1)C(=O)N[C@@H](C1CCC(CC1)(F)F)C=1N=C2N(N=CC(=C2)CN2C(NC3C2CC(C3)(F)F)=O)C1